sodium 2,6-pyridinedicarboxylate N1=C(C=CC=C1C(=O)[O-])C(=O)[O-].[Na+].[Na+]